BrC=1C=C(C=CC1)[C@@](C(O)C1=NN=CN1C)(C)F (2R)-2-(3-bromophenyl)-2-fluoro-1-(4-methyl-4H-1,2,4-triazol-3-yl)propan-1-ol